C(C)OC(C)=O.BrC1=C(NC=C1)C#N bromopyrrolenitrile ethyl-acetate